tert-Butyl (3-hydroxybicyclo[3.1.0]hexan-6-yl)carbamate OC1CC2C(C2C1)NC(OC(C)(C)C)=O